(2S,3aS,4R,9bR)-8-Hydroxy-4-(4-hydroxy-phenyl)-1,2,3,3a,4,9b-hexahydro-cyclopenta[c]chromene-2-carbonitrile OC1=CC=2[C@H]3[C@@H]([C@@H](OC2C=C1)C1=CC=C(C=C1)O)C[C@H](C3)C#N